NC1CC(CC1)NC1=C2C(N(C(C2=CC=C1)=O)C1C(NC(CC1)=O)=O)=O 4-((3-aminocyclopentyl)amino)-2-(2,6-dioxopiperidin-3-yl)isoindoline-1,3-dione